C(C1=CC=CC=C1)N(C)C1=CC=C(C=C1)F N-benzyl-p-fluorophenyl-methylamine